8-fluoro-7-(3-(methoxymethoxy)naphthalen-1-yl)quinazolin-4-ol FC=1C(=CC=C2C(=NC=NC12)O)C1=CC(=CC2=CC=CC=C12)OCOC